[F-].[Ce+2].[F-] Cerium(II) fluoride